β-chlorophenylalanine ClC([C@H](N)C(=O)O)C1=CC=CC=C1